(4-(benzylamino)phenyl)-2,2-difluoroethane-1-ol C(C1=CC=CC=C1)NC1=CC=C(C=C1)C(C(F)F)O